methyl (2S)-2-[[(2R)-2-(tert-butoxycarbonylamino)-5-guanidino-pentanoyl]amino]propanoate C(C)(C)(C)OC(=O)N[C@@H](C(=O)N[C@H](C(=O)OC)C)CCCNC(=N)N